(R)-6-Cyclopropyl-2-imino-3-methyl-6-(8-(prop-1-yn-1-yl)dibenzo[b,d]thiophen-2-yl)tetrahydropyrimidin-4(1H)-one C1(CC1)[C@]1(CC(N(C(N1)=N)C)=O)C1=CC2=C(SC3=C2C=C(C=C3)C#CC)C=C1